CS(=O)(=O)[O-].[Pd+2].ClCC1OC(OC1)=O.CS(=O)(=O)[O-] chloromethyl-dioxolanone palladium(II) methanesulfonate